FC(N1N=C(C=C1)[C@]1(C[C@H](C=2C=NC=3N(C21)N=C(C3)C)C(=O)NC=3C=NC(=C(C3)C(F)(F)F)C3=NC=CC=N3)C)F (cis)-8-(1-(difluoromethyl)-1H-pyrazol-3-yl)-2,8-dimethyl-N-(6-(pyrimidin-2-yl)-5-(trifluoromethyl)pyridin-3-yl)-7,8-dihydro-6H-cyclopenta[e]pyrazolo[1,5-a]pyrimidine-6-carboxamide